3-(2-hydroxy-pyridin-4-yl)-1H-indole-2-carboxylic acid OC1=NC=CC(=C1)C1=C(NC2=CC=CC=C12)C(=O)O